N-(5-chloro-6-fluoro-1H-indol-3-yl)-6-phenyl-3,4-dihydroisoquinoline-2(1H)-carboxamide ClC=1C=C2C(=CNC2=CC1F)NC(=O)N1CC2=CC=C(C=C2CC1)C1=CC=CC=C1